1,1,1,3,3,3-hexafluoropropan-2-yl 1-(2-morpholinyl-4-(trifluoromethyl) benzyl)-1,8-diazaspiro[4.5]decane-8-carboxylate N1(CCOCC1)C1=C(CN2CCCC23CCN(CC3)C(=O)OC(C(F)(F)F)C(F)(F)F)C=CC(=C1)C(F)(F)F